C1=NC=C(C2=CC=CC=C12)CCC(=O)O 3-(isoquinolin-4-yl)propionic acid